CC1=NC(=CC(=C1)C=1NC2=CC=C(C=C2C1C(C)C)C1CCN(CC1)CC(=O)N1CC(CCC1)O)C 2-(4-(2-(2,6-dimethylpyridin-4-yl)-3-isopropyl-1H-indol-5-yl)piperidin-1-yl)-1-(3-hydroxypiperidin-1-yl)ethan-1-one